tert-butyl (5-fluoro-6-((3-fluorobenzyl)oxy)pyridin-3-yl)carbamate FC=1C=C(C=NC1OCC1=CC(=CC=C1)F)NC(OC(C)(C)C)=O